3,4,7,12-tetrahydroxy-cholan-24-oic acid OC1C(C2CC([C@H]3[C@@H]4CC[C@H]([C@@H](CCC(=O)O)C)[C@]4(C(C[C@@H]3[C@]2(CC1)C)O)C)O)O